NC=1C2=C(N=CN1)N(C=C2)[C@H]2[C@@H]([C@@]([C@H](O2)[C@H](O)C2=CC(=C(C=C2)F)F)(O)C(F)(F)F)O (2R,3S,4R,5R)-5-(4-amino-7H-pyrrolo[2,3-d]pyrimidin-7-yl)-2-((R)-(3,4-difluorophenyl)(hydroxy)methyl)-3-(trifluoromethyl)tetrahydrofuran-3,4-diol